C(C1=CC=CC=C1)OC1=NC(=NC(=C1)[C@@H]1O[C@]([C@H]([C@H]1C1=C(C(=C(C=C1)F)F)OC)C)(C(F)(F)F)C)C 4-(benzyloxy)-6-((2R,3S,4S,5R)-3-(3,4-difluoro-2-methoxyphenyl)-4,5-dimethyl-5-(trifluoromethyl)tetrahydrofuran-2-yl)-2-methylpyrimidine